(+-)-(1S,4aR,8S,8aR)-2,2,6,8-tetramethyl-1,2,3,4,4a,5,8,8a-octahydro-1-naphthalenol CC1([C@H]([C@H]2[C@H](C=C(C[C@H]2CC1)C)C)O)C |r|